methyl (1R,2S,5S)-3-[(2S)-2-[[2-(cyclopropoxy)acetyl]amino]-3,3-dimethyl-butanoyl]-6,6-dimethyl-3-azabicyclo[3.1.0]hexane-2-carboxylate C1(CC1)OCC(=O)N[C@H](C(=O)N1[C@@H]([C@H]2C([C@H]2C1)(C)C)C(=O)OC)C(C)(C)C